(S)-2-((((9H-fluoren-9-yl)methoxy)carbonyl)amino)-3-(2-chloro-5-fluorophenyl)propanoic acid C1=CC=CC=2C3=CC=CC=C3C(C12)COC(=O)N[C@H](C(=O)O)CC1=C(C=CC(=C1)F)Cl